COC=1C=C2C(NC(=NC2=CC1)N1N=C(C=C1C1=C(C(=O)N)C=CC=C1C)C)=O (1-(6-methoxy-4-oxo-3,4-dihydro-quinazolin-2-yl)-3-methyl-1H-pyrazol-5-yl)-3-methylbenzamide